2-(6-(4,4,5,5-tetramethyl-1,3,2-dioxaborolan-2-yl)pyridin-3-yl)acetic Acid CC1(OB(OC1(C)C)C1=CC=C(C=N1)CC(=O)O)C